Cl.N1(CCCC1)C1=CC=C(C=C1)OB(O)O 4-pyrrolidinophenylborate hydrochloride